(S)-2,4-diamino-6-((1-(4-chloro-1-(pyridin-2-ylmethyl)-1H-pyrrolo[2,3-b]pyridin-3-yl)ethyl)amino)pyrimidine-5-carbonitrile NC1=NC(=C(C(=N1)N)C#N)N[C@@H](C)C1=CN(C2=NC=CC(=C21)Cl)CC2=NC=CC=C2